9-(3-bromo-5-chlorophenyl-2,6-d2)-9H-carbazole-1,2,3,4,5,6,7,8-d8 BrC=1C(=C(C(=C(C1)Cl)[2H])N1C2=C(C(=C(C(=C2C=2C(=C(C(=C(C12)[2H])[2H])[2H])[2H])[2H])[2H])[2H])[2H])[2H]